FC(C(=O)N[C@@H](C)C(=O)OCCCC)(F)F butyl (2,2,2-trifluoroacetyl)alaninate